aluminum silicon magnesium calcium [Ca].[Mg].[Si].[Al]